isopropyl trans-N-[4-[5-[2-(ethylsulfamoyl)-4-(1H-imidazol-2-ylcarbamoyl)phenyl]thiazol-2-yl]cyclohexyl]carbamate C(C)NS(=O)(=O)C1=C(C=CC(=C1)C(NC=1NC=CN1)=O)C1=CN=C(S1)[C@@H]1CC[C@H](CC1)NC(OC(C)C)=O